COC1=C(C2=C(C=N1)C=NN2C)NS(=O)(=O)C=2C=NN(C2)C2=NC=CC(=C2)C(C)OC N-(6-METHOXY-1-METHYL-1H-PYRAZOLO[4,3-C]PYRIDIN-7-YL)-1-(4-(1-METHOXYETHYL)PYRIDIN-2-YL)-1H-PYRAZOLE-4-SULFONAMIDE